ClCC(=O)N1C2=C(OC[C@@H]1C)N=C(C(=C2)CC2=CC=C(C=C2)F)C2=CC=C(C=C2)F (S)-2-chloro-1-(7-(4-fluorobenzyl)-6-(4-fluorophenyl)-2-methyl-2,3-dihydro-1H-pyrido[2,3-b][1,4]oxazin-1-yl)ethan-1-one